Cl.C(C)OC1=C(C=C(C=C1)[C@@H](C)N)C=1C=NN(C1)C (1R)-1-[4-ethoxy-3-(1-methylpyrazol-4-yl)phenyl]ethylamine hydrochloride